C(C)OC(C)(C)C=1N=C(SC1)NC(=O)C=1N(C=CC1)CC1=CC=NC=C1 N-(4-(2-ethoxypropan-2-yl)thiazol-2-yl)-1-(pyridin-4-ylmethyl)-1H-pyrrole-2-carboxamide